2-(7,8-difluoro-3-quinolyl)-6,6-dimethyl-4-[(2-methylthiazol-5-yl)methyl]-4,5-dihydro-1,3-thiazine FC1=CC=C2C=C(C=NC2=C1F)C=1SC(CC(N1)CC1=CN=C(S1)C)(C)C